C(CCCCCCCC)S n-nonanethiol